O=C1NC(CCC1N1C(C2=CC(=C(C=C2C1=O)F)N1CCN(CC1)C1=CC=C(C=C1)N1CCC(CC1)OC1=NC(=CC(=N1)N1CCOCC1)N1N=C(C=C1)C=1C=C(C=CC1)C)=O)=O 2-(2,6-dioxopiperidin-3-yl)-5-fluoro-6-(4-(4-(4-((4-morpholino-6-(3-(m-tolyl)-1H-pyrazol-1-yl)pyrimidin-2-yl)oxy)piperidin-1-yl)phenyl)piperazin-1-yl)isoindoline-1,3-dione